(E)-3-(3-Hydroxy-4-methoxyphenyl)-1-(4-hydroxyphenyl)prop-2-en-1-one OC=1C=C(C=CC1OC)/C=C/C(=O)C1=CC=C(C=C1)O